C1(=CC=CC=C1)S(=O)(=O)O.N1=CC(=C2N1C=CC=C2)C#N pyrazolo[1,5-a]pyridine-3-carbonitrile benzenesulfonate salt